N-ethyl-6-methoxy-N-(2,2,2-trifluoro-1-(4-fluorophenyl)ethyl)pyridazine-4-sulfonamide C(C)N(S(=O)(=O)C1=CN=NC(=C1)OC)C(C(F)(F)F)C1=CC=C(C=C1)F